C(CCCCCCC(C)(C)C)(=O)[O-] neoundecanoate